CC1=C(C(=O)C2=CC=CC=C2C1=O)C/C=C(\\C)/CC/C=C(\\C)/CC/C=C(\\C)/CC/C=C(\\C)/CC/C=C(\\C)/CC/C=C(\\C)/CCC=C(C)C The molecule is a menaquinone whose side-chain contains seven isoprene units in an all-trans-configutation. It has a role as a Mycoplasma genitalium metabolite.